ethyl 2-[cyclopropyl(difluoro)methyl]-4-hydroxy-pyrimidine-5-carboxylate C1(CC1)C(C1=NC=C(C(=N1)O)C(=O)OCC)(F)F